ClC=1C(=C2C=NNC2=C(C1F)C(CO)C)C=1N=CC=2N(C1)C=C(N2)NC(=O)[C@H]2[C@H](C2)F (1S,2S)-N-(6-(5-chloro-6-fluoro-7-(1-hydroxypropan-2-yl)-1H-indazol-4-yl)imidazo[1,2-a]pyrazin-2-yl)-2-fluorocyclopropane-1-carboxamide